C(C1=CC=CC=C1)NC1=NC=CC=2CCC[C@@H](C12)NCCO (S)-2-((1-(benzylamino)-5,6,7,8-tetrahydroisoquinolin-8-yl)amino)ethan-1-ol